4-amino-2-fluoro-5-(2-fluoropyridin-4-yl)-3-(prop-1-en-2-yl)-benzonitrile NC1=C(C(=C(C#N)C=C1C1=CC(=NC=C1)F)F)C(=C)C